5-Cyano-N-(3-(difluoromethyl)-1H-indazol-5-yl)-3,4-dimethylpicolinamide C(#N)C=1C(=C(C(=NC1)C(=O)NC=1C=C2C(=NNC2=CC1)C(F)F)C)C